ClC1=CC=C(C=C1)C1=C(C=NC2=CC(=CC=C12)F)S(=O)(=O)C=1C=C(C#N)C=CC1 3-((4-(4-chlorophenyl)-7-fluoroquinolin-3-yl)sulfonyl)benzonitrile